4-cyclopropyl-7-(2-((2-ethyl-4-(piperazin-1-yl)phenyl)amino)-5-(trifluoromethyl)pyrimidin-4-yl)-3,4-dihydrothieno[2,3-f][1,4]thiazepin-5(2H)-one 1,1-dioxide C1(CC1)N1CCS(C2=C(C1=O)SC(=C2)C2=NC(=NC=C2C(F)(F)F)NC2=C(C=C(C=C2)N2CCNCC2)CC)(=O)=O